(4S,8R)-2-((8-amino-7-fluoro-6-(4-methylpyridin-3-yl)isoquinolin-3-yl)amino)-6-methyl-5,6-dihydro-4H-4,8-ethanopyrazolo[1,5-d][1,4]diazepin-7(8H)-one NC=1C(=C(C=C2C=C(N=CC12)NC1=NN2[C@H]3C(N(C[C@@H](C2=C1)CC3)C)=O)C=3C=NC=CC3C)F